methyl cyanoisonicotinate C(#N)C1=C(C(=O)OC)C=CN=C1